C1(CC1)C=1C=CC=2N(C1)C=C(N2)C2CCN1N=C(N=C12)C(=O)OCC ethyl 7-(6-cyclopropylimidazo[1,2-a]pyridin-2-yl)-6,7-dihydro-5H-pyrrolo[1,2-b][1,2,4]triazole-2-carboxylate